(S)-N-(1-(4-bromo-2,3-difluorophenyl)pyrrolidin-3-yl)-N-methylmethanesulfonamide BrC1=C(C(=C(C=C1)N1C[C@H](CC1)N(S(=O)(=O)C)C)F)F